Benzyl (2-chloro-7-((2R,4S,5R)-5-ethynyl-4-hydroxy-5-(hydroxymethyl)tetrahydrofuran-2-yl)-7H-pyrrolo[2,3-d]pyrimidin-4-yl)carbamate ClC=1N=C(C2=C(N1)N(C=C2)[C@@H]2O[C@@]([C@H](C2)O)(CO)C#C)NC(OCC2=CC=CC=C2)=O